(R)-1,1,1-trifluoropropan-2-yl (3-(3,3-difluorocyclobutyl)-4-isopropyl-1-methyl-1H-pyrazol-5-yl)carbamate FC1(CC(C1)C1=NN(C(=C1C(C)C)NC(O[C@@H](C(F)(F)F)C)=O)C)F